BrCCCCCCC(=O)C1=C(C(=C(C=C1O)O)C(CC)=O)O 7-bromo-1-(2,4,6-trihydroxy-3-propionylphenyl)heptan-1-one